C(C)C=1C(NC=2C=C(C=NC2C1)CN1CCN(CC1)C=1C=CC(=NC1)C(=O)NC1CCN(CC1)C)=O 5-(4-((7-Ethyl-6-oxo-5,6-dihydro-1,5-naphthyridin-3-yl)methyl)piperazin-1-yl)-N-(1-methylpiperidin-4-yl)picolinamide